4,4-difluorocyclohexyl-(methyl)-1-ethyl-1H-1,2,3-triazole-5-carboxamide FC1(CCC(CC1)NC(=O)C1=C(N=NN1CC)C)F